C(C1=CC=CC=C1)[N+](C)(C)C.C(C1=CC=CC=C1)(=O)ON amino benzoate benzyltrimethyl-ammonium salt